C1(CC1)C=1N=CC(=NC1C)C(=O)N 5-cyclopropyl-6-methyl-pyrazine-2-carboxamide